N-(3-cyano-4-fluorophenyl)-1-oxo-3-(6-(2,2,2-trifluoroethoxy)pyridin-3-yl)-2-(2,2,2-trifluoroethyl)-1,2,3,4-tetrahydroisoquinoline-4-carboxamide C(#N)C=1C=C(C=CC1F)NC(=O)C1C(N(C(C2=CC=CC=C12)=O)CC(F)(F)F)C=1C=NC(=CC1)OCC(F)(F)F